CC1(CC2=CC=CC=C2C=C1)C 2,2-Dimethylnaphthalene